6-bromo-2H-3,1-benzoxazine-2,4(1H)-dione BrC=1C=CC2=C(C(OC(N2)=O)=O)C1